C1(CC1)C1=C(C=C(C=N1)C1=NC(=C(C(=C1)N(C)CC(COC)(C)C)N)N)C(F)(F)F 6'-Cyclopropyl-N4-(3-methoxy-2,2-dimethylpropyl)-N4-methyl-5'-(trifluoromethyl)[2,3'-bipyridin]-4,5,6-triamine